7-fluorotryptophan FC1=C2NC=C(C[C@H](N)C(=O)O)C2=CC=C1